2-[1-[(2,4-dichlorophenyl)methyl]-5-oxopyrrolidin-2-yl]-N-(furan-2-ylmethyl)acetamide ClC1=C(C=CC(=C1)Cl)CN1C(CCC1=O)CC(=O)NCC=1OC=CC1